1-methyl-3-chloro-4-methoxycarbonyl-pyrazole CN1N=C(C(=C1)C(=O)OC)Cl